(1S,3S)-3-(((TERT-BUTYLDIPHENYLSILYL)OXY)METHYL)CYCLOBUTANOL [Si](C1=CC=CC=C1)(C1=CC=CC=C1)(C(C)(C)C)OCC1CC(C1)O